[Na+].[Na+].C12C(C(C(CC1)C2)C(=O)[O-])C(=O)[O-] endo-bicyclo[2.2.1]heptane-2,3-dicarboxylic acid, disodium salt